O1CC(C1)N1CC(C1)N 1-(oxetan-3-yl)azetidin-3-amine